C(CCCCCCCCCCC)(=O)NCCCC(C(=O)O)N(C)C lauramidopropyl-dimethylaminoacetic acid